1-(methylcarbamoyl)cyclopropanecarboxylic acid CNC(=O)C1(CC1)C(=O)O